COC(=O)C=1N=C(OC1)C=1C(=NC=NC1)NC1=CC(=C(C=C1)OC1=CC2=C(N(C=N2)C)C=C1)C 2-(4-((3-methyl-4-((1-methyl-1H-benzimidazol-5-yl)oxy)phenyl)amino)pyrimidin-5-yl)oxazole-4-carboxylic acid methyl ester